2-(4-cyclopropylisoxazol-3-yl)acetonitrile C1(CC1)C=1C(=NOC1)CC#N